3-amino-N-[(3R)-8-cyano-7-{3,8-diazabicyclo[3.2.1]octan-3-yl}-5-fluoro-3,4-dihydro-2H-1-benzopyran-3-yl]-4,6-dimethylthieno[2,3-b]pyridine-2-carboxamide NC1=C(SC2=NC(=CC(=C21)C)C)C(=O)N[C@H]2COC1=C(C2)C(=CC(=C1C#N)N1CC2CCC(C1)N2)F